difluoromethyl 2-oxoacetate O=CC(=O)OC(F)F